(2,4-dihydroxyphenyl)(3,4,5-trihydroxyphenyl)methanone OC1=C(C=CC(=C1)O)C(=O)C1=CC(=C(C(=C1)O)O)O